5-Cyano-2-oxopentanoic acid methyl ester COC(C(CCCC#N)=O)=O